tert-butyl acetyl((3aR,4R,7S,7aR)-4-(((tert-butyldiphenylsilyl)oxy)methyl)-2,2-dimethyltetrahydro-4H-[1,3]dioxolo[4,5-c]pyran-7-yl)carbamate C(C)(=O)N(C(OC(C)(C)C)=O)[C@@H]1[C@@H]2[C@H]([C@H](OC1)CO[Si](C1=CC=CC=C1)(C1=CC=CC=C1)C(C)(C)C)OC(O2)(C)C